ClC1=C(C=CC=C1)C=CC=O 3-(2-chlorophenyl)prop-2-en-1-one